OC1(CC=CC2=CC=CC=C12)C(=O)O 1-hydroxylnaphthoic acid